C(=C)C(C(C)=O)C(C)=O 3-vinylpentan-2,4-dione